methyl 2,4-dimethylpentanoate CC(C(=O)OC)CC(C)C